CC=1OC2=C(C1C(=O)O)C=C(C=C2)OCC2=C(C=CC=C2)S(=O)(=O)C 2-methyl-5-((2-(methylsulfonyl)benzyl)oxy)benzofuran-3-carboxylic acid